CN(C1=CC2=C([C@@H](CCO2)CNC=2C=NC=CC2C(=O)O)C=C1)C1=CC=C(C=C1)N1CCCC1 3-({[(4R)-7-{methyl-[4-(pyrrolidin-1-yl)phenyl]amino}-3,4-dihydro-2H-1-benzopyran-4-yl]methyl}amino)pyridine-4-carboxylic acid